2-Methoxy-N-[6-(1-methyl-piperidine-4-carbonyl)-pyridin-2-yl]-4-methylsulfanyl-benzamide COC1=C(C(=O)NC2=NC(=CC=C2)C(=O)C2CCN(CC2)C)C=CC(=C1)SC